3-(t-butylphenyl)(mesityl)iodonium trifluoromethanesulfonate FC(S(=O)(=O)[O-])(F)F.C(C)(C)(C)C1=C(C=CC=C1)C1(C(C(=CC(=C1)C)C)[IH+])C